(S)-10-(3,4-Dichlorobenzoyl)-4-(hydroxymethyl)-2-methyl-4,5,8,9,10,11-hexahydropyrido-[4',3':3,4]pyrazolo[5,1-d][1,2,5]oxadiazepin-1(2H)-one ClC=1C=C(C(=O)N2CC=3C(=NN4C3C(N(O[C@@H](C4)CO)C)=O)CC2)C=CC1Cl